C(C1=CC=CC=C1)SC=1C=C2C(=NC1)C=CN2 6-(benzylthio)-1H-pyrrolo[3,2-b]pyridine